FC1=C(C=C(C=C1)O)O 4-fluoro-1,3-dihydroxybenzene